2-((((8S)-6-(1-(4-fluorobenzyl)-1H-pyrazole-4-carbonyl)-2-(2-methyl-oxetane-2-carbonyl)-2,6-diazaspiro[3.4]octan-8-yl)methoxy)methyl)-6-(4-(trifluoromethyl)cyclohexyl)benzoic acid FC1=CC=C(CN2N=CC(=C2)C(=O)N2CC3(CN(C3)C(=O)C3(OCC3)C)[C@@H](C2)COCC2=C(C(=O)O)C(=CC=C2)C2CCC(CC2)C(F)(F)F)C=C1